CN(C=1C=CC(=C(C1)N1/C(/SCC1=O)=N/C(=O)NC1=C(C=C(C=C1)C1=NN(C=N1)C1=CC=C(C=C1)OC(F)(F)F)OC)C(C)C)C (Z)-1-(3-(5-(dimethylamino)-2-isopropylphenyl)-4-oxothiazolidin-2-ylidene)-3-(2-methoxy-4-(1-(4-(trifluoromethoxy)phenyl)-1H-1,2,4-triazol-3-yl)phenyl)urea